CS(=O)(=O)N1CC2=CC=C(C=C2C1)[N+](=O)[O-] 2-(methylsulfonyl)-5-nitroisoindoline